C1(CCC1)CN1C=NC2=CC=C(C=C2C1=O)C=1C=CC(=NC1)NC(CCCC)=O N-(5-(3-(cyclobutylmethyl)-4-oxo-3,4-dihydro-quinazolin-6-yl)pyridin-2-yl)pentanamide